FC(OC1=CC=C(C=C1)N1N=C(C=C1C(C)C)N1CCNCC1)F 1-[1-[4-(difluoromethoxy)phenyl]-5-isopropyl-pyrazol-3-yl]piperazine